C(C)C=1OC=CN1 ethyl-1,3-oxazole